1,2-diphenyl-1,2-di(3-furyl)ethylene C1(=CC=CC=C1)C(=C(C1=COC=C1)C1=CC=CC=C1)C1=COC=C1